C(C1=CC=CC=C1)OC(=O)N1CCN(CC1)C1CC2(CC1C2)C(=O)O 3-(4-((benzyloxy)carbonyl)piperazin-1-yl)bicyclo[2.1.1]hexane-1-carboxylic acid